C1=CC=C2C=CC=C3OC=4C=CC=CC4C1=C23 7-oxa-7H-benzo[DE]Anthracene